FC1(CCN(CC1)C1=CC=C(C=N1)C=1C=NC=2CCN(CC2C1)C=1C(=C(C=2N(N1)C=NN2)C)C)F 3-(6-(4,4-difluoropiperidin-1-yl)pyridin-3-yl)-6-(7,8-dimethyl-[1,2,4]triazolo[4,3-b]pyridazin-6-yl)-5,6,7,8-tetrahydro-1,6-naphthyridine